C(=O)(O)C(CC=1C=C(C=CC1)CCC(=O)N(CCOC=1C=C(C=CC1)CC(C(=O)O)C1CNCC1)CCOC=1C=C(C=CC1)CC(C(=O)O)C1CNCC1)C1CNCC1 3,3'-(((((3-(3-(2-carboxy-2-(pyrrolidin-3-yl)ethyl)phenyl)propanoyl)azanediyl)bis(ethane-2,1-diyl))bis(oxy))bis(3,1-phenylene))bis(2-(pyrrolidin-3-yl)propanoic acid)